(1E,4E)-1,5-diphenylpentan-1,4-dien-3-one C1(=CC=CC=C1)\C=C\C(\C=C\C1=CC=CC=C1)=O